(S)-8-(2-amino-6-((R)-1-(3'-chloro-4'-isopropoxy-3-(3-methyl-1H-pyrazol-1-yl)-[1,1'-biphenyl]-4-yl)-2,2,2-trifluoroethoxy)pyrimidin-4-yl)-2,8-diazaspiro[4.5]decane-3-carboxylic acid NC1=NC(=CC(=N1)N1CCC2(C[C@H](NC2)C(=O)O)CC1)O[C@@H](C(F)(F)F)C1=C(C=C(C=C1)C1=CC(=C(C=C1)OC(C)C)Cl)N1N=C(C=C1)C